ClC=1C=C2C3=C(NC2=C(C1)C1=CC=C(C=C1)OCCN1N=CC=C1)C(=NC=C3)C 6-chloro-1-methyl-8-[4-(2-pyrazol-1-ylethoxy)-phenyl]-9H-pyrido[3,4-b]indole